NC1=NC(=C(C2=C1C(=NN2)C2=CC=C(C(=O)NC1=NC=CC(=C1)C(F)(F)F)C=C2)Br)[C@H]2C[C@@H](CCC2)N 4-[4-Amino-[(1R,3R)-3-aminocyclohexyl]-7-bromo-pyrazolo[4,3-c]pyridin-3-yl]-N-[4-(trifluoromethyl)-2-pyridyl]benzamide